2-bromo-5-(2,2-difluoroethoxy)isonicotinic acid BrC=1C=C(C(=O)O)C(=CN1)OCC(F)F